1-(4-cyclopropylpyridin-2-yl)3-butyn-2-one C1(CC1)C1=CC(=NC=C1)CC(C#C)=O